(1s,4s)-4-(4-Formyl-1-oxoisoindolin-2-yl)-N-(3-methoxy-4-methylphenyl)cyclohexanecarboxamide C(=O)C1=C2CN(C(C2=CC=C1)=O)C1CCC(CC1)C(=O)NC1=CC(=C(C=C1)C)OC